C=C(C)C1=NC(=C2C(=N1)N(N=C2)C2COCC2)NC=2N=CN(C2)C2=CC(=C(C(=C2)OC)OC)OC 6-(prop-1-en-2-yl)-1-(tetrahydrofuran-3-yl)-N-(1-(3,4,5-trimethoxyphenyl)-1H-imidazol-4-yl)-1H-pyrazolo[3,4-d]pyrimidin-4-amine